N1(C=NCC1)CCO 4,5-dihydro-1H-imidazole-1-ethanol